4-(3,5-dimethyl-1-adamantyl)aminobutane-1-sulfonic acid CC12CC3(CC(CC(C1)(C3)C)C2)NCCCCS(=O)(=O)O